(1-ethoxy-2-methylpropyl)-5-nitrothiophene-2-carboxylate C(C)OC(C(C)C)OC(=O)C=1SC(=CC1)[N+](=O)[O-]